1,3,5-trimethyl-4-(4,4,5,5-tetramethyl-1,3,2-dioxaborolan-2-yl)-1H-pyrazole CN1N=C(C(=C1C)B1OC(C(O1)(C)C)(C)C)C